E-1,1,1,2,2,3,3,6,7,7,8,8,8-tridecafluoro-6-(trifluoromethyl)-4-octene FC(C(C(\C=C\C(C(C(F)(F)F)(F)F)(C(F)(F)F)F)(F)F)(F)F)(F)F